C(COCCOCCOCCOCC#C)N1N=CC=C1C(=O)OC Methyl 1-(3,6,9,12-tetraoxapentadec-14-yn-1-yl)-1H-pyrazole-5-carboxylate